4-Chloro-benzenesulfonyl chloride ClC1=CC=C(C=C1)S(=O)(=O)Cl